COC(=O)NN(CC)C(C1=C(C(=CC(=C1)Br)Br)NC(=O)C1=CC(=NN1C1=NC=CC=C1Cl)Br)=O 2-[3,5-dibromo-2-({[3-bromo-1-(3-chloropyridin-2-yl)-1H-pyrazol-5-yl]carbonyl}amino)benzoyl]-2-ethylhydrazinecarboxylic acid methyl ester